FC(C=1N=C(SC1)CN1CC2(CN(C2)C(=O)N2CC3(C2)NC(CC3)=O)C1)(F)F 2-[6-[[4-(trifluoromethyl)thiazol-2-yl]methyl]-2,6-diazaspiro[3.3]heptane-2-carbonyl]-2,5-diazaspiro[3.4]octan-6-one